O1C2=C(OCC1)C=C(C=C2)C(CCC(=O)C2=NC=NC=C2)=O 1-(2,3-Dihydrobenzo[b][1,4]dioxin-6-yl)-4-(pyrimidin-4-yl)butane-1,4-dione